CN(C(C1=C(C=C(C=C1)Cl)Cl)=O)C N,N-dimethyl-2,4-dichlorobenzamide